Cl.Cl.COC(CCN)=O.FC1(C(C1)CS(=O)(=O)C=1C=C(OC[C@H]2OC2)C=CC1)F (2S)-2-((3-(((2,2-difluorocyclopropyl)methyl)sulfonyl)phenoxy)methyl)oxirane methyl-3-aminopropionate dihydrochloride